5-[[5-[3-(Difluoromethyl)-4-fluoro-phenyl]-3-pyridyl]methyl]-7-oxa-5-azaspiro[2.4]heptan FC(C=1C=C(C=CC1F)C=1C=C(C=NC1)CN1CC2(CC2)OC1)F